methyl 2-[4-[[2-[(8S)-8-[2-(4-cyano-2-thienyl)acetyl]-1,4-dioxa-7-azaspiro[4.4]nonan-7-yl]-2-oxo-ethyl]carbamoyl]phenyl]-5-fluoro-benzoate C(#N)C=1C=C(SC1)CC(=O)[C@H]1N(CC2(OCCO2)C1)C(CNC(=O)C1=CC=C(C=C1)C1=C(C(=O)OC)C=C(C=C1)F)=O